CC1=NN(C(C1C(=O)[O-])=O)C1=CC(=CC=C1)C=1OC(=CN1)C 3-methyl-1-(3-(5-methyloxazol-2-yl)phenyl)-5-oxo-4,5-dihydro-1H-pyrazole-4-carboxylate